2-nitropentane [N+](=O)([O-])C(C)CCC